4-(1H-imidazol-1-yl)-1-oxoisoindoline-2-carboxylic acid tert-butyl ester C(C)(C)(C)OC(=O)N1C(C2=CC=CC(=C2C1)N1C=NC=C1)=O